4-tert-butylcyclohexyl ethyl fumarate C(\C=C\C(=O)OCC)(=O)OC1CCC(CC1)C(C)(C)C